CC(CC(C)(N)C)NC=1C2=C(N=C(N1)C1=CC=NC=C1)C=NC=C2 1,3-dimethyl-N1-(2-(pyridin-4-yl)pyrido[3,4-d]pyrimidin-4-yl)butan-1,3-diamine